(S)-2-((tert-Butoxycarbonyl)amino)-4-methylpentanoic acid 2-ethylbutyl ester C(C)C(COC([C@H](CC(C)C)NC(=O)OC(C)(C)C)=O)CC